O[C@H]1C[C@H](CCC1)C(=O)OC(C)C propan-2-yl (1S,3R)-3-hydroxycyclohexane-1-carboxylate